OC1=CC=CC=2C(OC(C21)=O)=O C4-hydroxy-2-benzofuran-1,3-dione